(S)-(4-benzoyl-3-isopropylpiperazin-1-yl)(7-(3,4-dimethoxyphenyl)pyrazolo[1,5-a]pyrimidin-2-yl)methanone C(C1=CC=CC=C1)(=O)N1[C@H](CN(CC1)C(=O)C1=NN2C(N=CC=C2C2=CC(=C(C=C2)OC)OC)=C1)C(C)C